7-(((3S,4R)-4-aminotetrahydrofuran-3-yl)amino)-3-(2,6-dichloro-3,5-dimethoxyphenyl)-1-ethyl-3,4-dihydropyrimido[4,5-d]pyrimidine-2(1H)-thione TFA salt OC(=O)C(F)(F)F.N[C@@H]1[C@@H](COC1)NC1=NC=C2C(=N1)N(C(N(C2)C2=C(C(=CC(=C2Cl)OC)OC)Cl)=S)CC